N[SiH3] Aminosilane